6-amino-2-chloro-5-cyclopropylnicotinonitrile NC1=NC(=C(C#N)C=C1C1CC1)Cl